NCCC#CC1=C2CCCN3C2=C(C=C1)N(C3=O)C3C(NC(CC3)=O)=O 3-(7-(4-aminobut-1-yn-1-yl)-2-oxo-5,6-dihydro-4H-imidazo[4,5,1-ij]quinolin-1(2H)-yl)piperidine-2,6-dione